3-(5-(5-benzyl-2-fluorophenylcarbamoyl)-3-(trifluoromethyl)-1H-pyrazol-1-yl)phenylmethylcarbamic acid tert-butyl ester C(C)(C)(C)OC(NCC1=CC(=CC=C1)N1N=C(C=C1C(NC1=C(C=CC(=C1)CC1=CC=CC=C1)F)=O)C(F)(F)F)=O